7-chloro-1-isopropyl-4-(1-methyl-1H-1,2,3-triazol-4-yl)-2,6-naphthyridine ClC1=NC=C2C(=CN=C(C2=C1)C(C)C)C=1N=NN(C1)C